glycerol trimyristoate C(CCCCCCCCCCCCC)(=O)OCC(OC(CCCCCCCCCCCCC)=O)COC(CCCCCCCCCCCCC)=O